methyl 2-(6-(4-(5-(4-fluorophenethyl)-7,7-dimethyl-6,7-dihydro-5H-pyrrolo[2,3-b]pyrazine-2-carbonyl)-3,3-dimethylpiperazin-1-yl)pyridin-3-yl)acetate FC1=CC=C(CCN2CC(C=3C2=NC=C(N3)C(=O)N3C(CN(CC3)C3=CC=C(C=N3)CC(=O)OC)(C)C)(C)C)C=C1